CC1(C2=CC=CC=C2C=2C=CC(=CC12)C1=NC=CC2=CC=CC=C12)C 1-(9,9-dimethyl-9H-fluorene-2-yl)-isoquinoline